3-hydroxy-N-methyl-5-(1H-pyrazol-1-yl)benzamide OC=1C=C(C(=O)NC)C=C(C1)N1N=CC=C1